C(CCC)N(C(OC(C)(C)C)=O)C[C@@H](C=1N=C(SC1)NC(C(C)C)=O)O tert-butyl (S)-butyl(2-hydroxy-2-(2-isobutyramidothiazol-4-yl)ethyl)carbamate